N-((1,2,3,5,6,7-hexahydro-s-indacen-4-yl)carbamoyl)-4-(hydroxyimino)-5,6,7,8-tetrahydro-4H-5,8-methanocyclohepta[b]furan-2-sulfonamide C1CCC2=C(C=3CCCC3C=C12)NC(=O)NS(=O)(=O)C1=CC2=C(O1)C1CCC(C2=NO)C1